OC1=C(C=O)C=CC(=C1)O[Si](C)(C)C(C)(C)C 2-hydroxy-4-(tert-butyldimethylsilyloxy)benzaldehyde